CC1CCS(=O)(=O)O1 1,3-ButaneSultone